OCC1=C(C=C(C=C1)[N+](=O)[O-])NC(CCOCCOCCOCCOCCNC(OCC1C2=CC=CC=C2C=2C=CC=CC12)=O)=O (9H-fluoren-9-yl)methyl (15-((2-(hydroxymethyl)-5-nitrophenyl)amino)-15-oxo-3,6,9,12-tetraoxapentadecyl)carbamate